2-[[5-(4-chloro-2-fluoro-phenyl)-3-methyl-triazol-4-yl]methyl]-5-[4-(cyclopropanecarbonyl)piperazin-1-yl]pyridazin-3-one ClC1=CC(=C(C=C1)C1=C(N(N=N1)C)CN1N=CC(=CC1=O)N1CCN(CC1)C(=O)C1CC1)F